N1(C=NC=C1)C1=NC=C(C(=C1)O)C1=NC=C(N=C1)SC1CCNCC1 2-(1H-imidazol-1-yl)-5-(5-(piperidin-4-ylthio)pyrazin-2-yl)pyridin-4-ol